methyl 3-bromo-5-(1-methyl-1H-pyrazol-5-yl)thiophene-2-carboxylate BrC1=C(SC(=C1)C1=CC=NN1C)C(=O)OC